ClC1=NC=CC(=N1)C(=O)NC1=C(C2=C(N(C(=N2)C)C)C=C1)N1[C@@H](CCC1)CNC(OC(C)(C)C)=O (S)-tert-Butyl (1-(5-(2-chloropyrimidine-4-carboxamido)-1,2-dimethyl-1H-benzo[d]imidazol-4-yl)pyrrolidin-2-yl)methylcarbamate